1-(6-((6-aminospiro[3.3]heptan-2-yl)amino)naphthalen-2-yl)-4-(trifluoromethyl)piperidin-4-ol NC1CC2(CC(C2)NC=2C=C3C=CC(=CC3=CC2)N2CCC(CC2)(O)C(F)(F)F)C1